CN1N=C(C=C1)C1C(C1)F Methyl-3-(2-fluorocyclopropyl)-1H-pyrazole